FC(C(=O)O)(F)F.FC1=CC=CC(=N1)NS(=O)(=O)C1=NC=C(C(=C1)C(F)(F)F)N(C1CCNCC1)C N-(6-fluoropyridin-2-yl)-5-(methyl-(piperidin-4-yl)amino)-4-(trifluoromethyl)pyridine-2-sulfonamide trifluoroacetate